6-(trifluoromethyl)pyridine-3-carboxamidine hydrochloride Cl.FC(C1=CC=C(C=N1)C(=N)N)(F)F